2-[(4R)-4-[3-(2,4-Dioxohexahydropyrimidin-1-yl)-1-methyl-indazol-6-yl]-3,3-difluoro-1-piperidinyl]acetic acid tert-butyl ester C(C)(C)(C)OC(CN1CC([C@H](CC1)C1=CC=C2C(=NN(C2=C1)C)N1C(NC(CC1)=O)=O)(F)F)=O